FC1(CC1)C(=O)NC1(CC(C1)NC1=NN2C(C(=N1)OC)=C(C=C2)C=2C=NC=1N(C2)C=CN1)C 1-fluoro-N-((1r,3r)-3-((5-(imidazo[1,2-a]pyrimidin-6-yl)-4-methoxypyrrolo[2,1-f][1,2,4]triazin-2-yl)amino)-1-methylcyclobutyl)cyclopropane-1-carboxamide